BrC=1C=NN(C1C)C1CN(C1)[C@H]1CN(CC1)C(=O)OC(C)(C)C tert-butyl (3R)-3-[3-(4-bromo-5-methylpyrazol-1-yl)azetidin-1-yl]pyrrolidine-1-carboxylate